tert-butyl 2-[1-[6-chloro-2-(2-methylindazol-5-yl)-4-oxo-chromen-8-yl]ethylamino]benzoate ClC=1C=C2C(C=C(OC2=C(C1)C(C)NC1=C(C(=O)OC(C)(C)C)C=CC=C1)C1=CC2=CN(N=C2C=C1)C)=O